CC=1C=C(C=CC1OC1=CC2=C(N(C=N2)C)C=C1)NC1=NC=NN2C1=C(C=C2)N2CCN(CC2)C(=O)OC(C)(C)C tert-butyl 4-(4-((3-methyl-4-((1-methyl-1H-benzo[d]imidazol-5-yl)oxy)phenyl) amino)pyrrolo[2,1-f][1,2,4]triazin-5-yl)piperazine-1-carboxylate